CCC(C)(C)NC([O-])=O.C(N)([S-])=S.[Ni+2] nickel dithiocarbamate (dimethyl-isopropyl)carbamate